ClC1=C(C=CC(=C1)N1CCN(CC1)C)[C@H]1COCCCN1C1=NC(=NC(=C1)C)N (S)-4-[3-[2-chloro-4-(4-methylpiperazin-1-yl)phenyl]-1,4-oxazepan-4-yl]-6-methyl-pyrimidin-2-amine